tert-Butyl ((trans)-3-((4-(3-(2,6-dioxopiperidin-3-yl)-1-methyl-1H-indazol-6-yl)piperazin-1-yl)methyl)cyclobutyl)carbamate O=C1NC(CCC1C1=NN(C2=CC(=CC=C12)N1CCN(CC1)C[C@@H]1C[C@H](C1)NC(OC(C)(C)C)=O)C)=O